O.O.[Ca].O1C=C(C(=O)C=2C(O)=CC(O)=CC12)C1=CC=C(O)C=C1 genistein calcium salt dihydrate